ClC1=NC=CC(=C1Cl)B(O)O (2,3-dichloro-4-pyridyl)boronic acid